(R)-methyl-2-(3-aminopiperidin-1-yl)-3-(2-cyanobenzyl)-4-carbonyl-3,4-dihydrothiophene CC1([C@@H](SCC1=C=O)N1CC(CCC1)N)CC1=C(C=CC=C1)C#N